2-ETHYL-2,5-DIHYDRO-4-METHYLTHIAZOLE C(C)C1SCC(=N1)C